OB1OC(C2=C1C=C(C=C2)C(=O)NC2CN(CC2NC(=O)C=2C=CC1=C(B(OC1(C)C)O)C2)C(CCC(=O)O)=O)(C)C 4-(3,4-bis(1-hydroxy-3,3-dimethyl-1,3-dihydrobenzo[c][1,2]oxaborole-6-carboxamido)pyrrolidin-1-yl)-4-oxobutanoic acid